FC(C(=O)O)(F)F.N1N=NC(=C1)C(=O)N 1H-1,2,3-triazole-4-carboxamide trifluoroacetate salt